tert-butyl (2S,4aS,9aR)-7-bromo-2-methyl-3,4a,9,9a-tetrahydro-2H-indeno[2,1-b][1,4]oxazine-4-carboxylate BrC1=CC=2C[C@H]3O[C@H](CN([C@H]3C2C=C1)C(=O)OC(C)(C)C)C